2-formylazetidine-1-carboxylic acid tert-butyl ester C(C)(C)(C)OC(=O)N1C(CC1)C=O